1-(3,5-dimethyl-4-hydroxyphenyl)-phthalazine CC=1C=C(C=C(C1O)C)C1=NN=CC2=CC=CC=C12